5-methylthio-3-hexylthio-1-(4-vinylbenzyl)-1H-1,2,4-triazole CSC1=NC(=NN1CC1=CC=C(C=C1)C=C)SCCCCCC